methyl 2-((4-bromophenyl) (methyl) amino)-5-hydroxybenzoate BrC1=CC=C(C=C1)N(C1=C(C(=O)OC)C=C(C=C1)O)C